C(C)OC(=O)C=1C(=NOC1C1CC1)C1=C(C=C(C=C1)F)F 5-cyclopropyl-3-(2,4-difluorophenyl)isoxazole-4-carboxylic acid ethyl ester